ClC=1C=CC2=C(C=C(O2)C2CCNCC2)C1 4-(5-chlorobenzofuran-2-yl)piperidin